ICl.[Pb].CN Methylamine lead iodine chloride salt